4-fluoro-2-methylphenoxide FC1=CC(=C([O-])C=C1)C